CN(C(OC(C)(C)C)=O)[C@@H]1CN(CC1)CC1=CC(=CC(=C1)NC(=O)N1CCC(CC1)OC1=CC=CC=C1)N1C=NC(=C1)C tert-butyl (S)-methyl(1-(3-(4-methyl-1H-imidazol-1-yl)-5-(4-phenoxypiperidine-1-carboxamido)benzyl)pyrrolidin-3-yl)carbamate